2-hydroxy-4-(2-methoxypyrimidin-5-yl)cyclohepta-2,4,6-trien-1-one OC=1C(C=CC=C(C1)C=1C=NC(=NC1)OC)=O